2-(2-naphthyl)-1,2,3,4-tetrahydroisoquinoline-1-carbonitrile C1=C(C=CC2=CC=CC=C12)N1C(C2=CC=CC=C2CC1)C#N